[Mg+2].[OH-].[Ca+2].[OH-].[OH-].[OH-] Calcium Hydroxide Magnesium